The molecule is dianion of 2-amino-4,5-dihydroxy-6-oxo-7-(phosphonooxy)heptanoic acid having anionic carboxyl and phosphate groups and a protonated amino group. It is a conjugate base of a 2-amino-4,5-dihydroxy-6-oxo-7-(phosphonooxy)heptanoic acid. C(C(C(C(=O)COP(=O)([O-])[O-])O)O)C(C(=O)[O-])[NH3+]